oxazoliumselenone O1C([NH2+]C=C1)=[Se]